ethyl 4-(isopropylamino)-6-(1H-pyrazol-4-yl)-1,5-naphthyridine-3-carboxylate C(C)(C)NC1=C(C=NC2=CC=C(N=C12)C=1C=NNC1)C(=O)OCC